2-(4-(4-(hydroxymethyl)thiazol-2-yl)phenyl)propan-2-ol OCC=1N=C(SC1)C1=CC=C(C=C1)C(C)(C)O